OCC=1C=NC=CC1C1=C2CNC(C2=CC=C1)=O 4-(3-(hydroxymethyl)pyridin-4-yl)isoindolin-1-one